2-methoxy-5-(1-(1-methylpiperidin-4-yl)-1H-pyrazol-4-yl)-N-(5-oxo-5,6,7,8-tetrahydro-1,6-naphthyridin-3-yl)benzenesulfonamide COC1=C(C=C(C=C1)C=1C=NN(C1)C1CCN(CC1)C)S(=O)(=O)NC=1C=NC=2CCNC(C2C1)=O